2-(3-bromopropyl)isoindoline-1,3-quinone BrCCCN1C(C2=CC=CC=C2C1=O)=O